C(C)(C)(C)C1=CC(=C(C(=C1)C)C(C)=O)C 4'-tert-butyl-2',6'-Dimethylacetophenone